Tert-butyl 6-(2-((4-methoxyphenyl)sulfonyl)hydrazineylidene)-2-azaspiro[3.3]heptane-2-carboxylate COC1=CC=C(C=C1)S(=O)(=O)NN=C1CC2(CN(C2)C(=O)OC(C)(C)C)C1